3-[4-(2-methyl-2-propanyl)-1-cyclohexen-1-yl]propanal CC(C)(C)C1CC=C(CC1)CCC=O